(S)-10-((2-((3S,5R)-3-Amino-5-methylpiperidin-1-yl)-5-chloropyrimidin-4-yl)amino)-2-cyclopropyl-3,3-difluoro-7-methyl-1,2,3,4-tetrahydro-[1,4]oxazepino[2,3-c]chinolin-6(7H)-on N[C@@H]1CN(C[C@@H](C1)C)C1=NC=C(C(=N1)NC1=CC=2C3=C(C(N(C2C=C1)C)=O)OCC([C@@H](N3)C3CC3)(F)F)Cl